7-chloro-1-methyl-5-phenyl-1H-1,5-benzodi-azepine-2,4(3H,5H)-dione ClC1=CC2=C(N(C(CC(N2C2=CC=CC=C2)=O)=O)C)C=C1